3-(2-bromo-6-(trifluoromethyl)benzyl)oxetane-3-carboxylic acid BrC1=C(CC2(COC2)C(=O)O)C(=CC=C1)C(F)(F)F